C(CC)N1CCN(CC1)C1CC2=C(N(N=C2CC1)C1=NC=CC=C1)O 5-(4-propylpiperazin-1-yl)-2-(pyridin-2-yl)-4,5,6,7-tetrahydro-2H-indazol-3-ol